tert-Butyl (R,E)-(7-bromo-6-(((tert-butylsulfinyl)imino)methyl)-2-chlorothieno[3,2-d]pyrimidin-4-yl)(furan-2-ylmethyl)carbamate BrC1=C(SC2=C1N=C(N=C2N(C(OC(C)(C)C)=O)CC=2OC=CC2)Cl)/C=N/[S@](=O)C(C)(C)C